2-(3-(3,5-xylyl)allyl)-1,3-diphenylpropane C1(=CC(=CC(=C1)C)C)C=CCC(CC1=CC=CC=C1)CC1=CC=CC=C1